N-ethyl-2-((5-(2-((3x-R,5x-S)-6-(ethyl-(methyl)amino)-5-methoxy-2-methylhex-3-yl)-2,6-diazaspiro[3.4]oct-6-yl)-1,2,4-triazin-6-yl)oxy)-5-fluoro-N-isopropylbenzamide C(C)N(C(C1=C(C=CC(=C1)F)OC1=C(N=CN=N1)N1CC2(CN(C2)C(C(C)C)CC(CN(C)CC)OC)CC1)=O)C(C)C